(S)-N-(3-chloro-2-fluorobenzyl)pyrrolidine-2-carboxamide ClC=1C(=C(CNC(=O)[C@H]2NCCC2)C=CC1)F